FC(C1=NC(=NC=C1)NC1CCN(CC1)S(=O)(=O)C1=CN=C(S1)NC(C)=O)(F)F N-(5-((4-((4-(trifluoromethyl)pyrimidin-2-yl)amino)piperidin-1-yl)sulfonyl)thiazol-2-yl)acetamide